1,2-ethylenebisacrylamide C(CC=CC(=O)N)C=CC(=O)N